COC(=O)C=1C=CC=2N(N1)C(=C(N2)C2=CC=C(C=C2)N2CCNCC2)C2=CC=NC1=CC=CC=C21 (4-(piperazin-1-yl)phenyl)-3-(quinolin-4-yl)imidazo[1,2-b]pyridazine-6-carboxylic acid methyl ester